diisodecyl-pentaerythritol bisphosphite P(O)(O)O.P(O)(O)O.C(CCCCCCC(C)C)C(O)(C(CO)(CO)CO)CCCCCCCC(C)C